6-((1-(cyclopropylsulfonyl)cyclopropyl)methyl)-1-(2-hydroxy-2-methylpropyl)-7-oxo-4,5,6,7-tetrahydro-1H-pyrazolo[3,4-c]pyridine-3-carboxamide C1(CC1)S(=O)(=O)C1(CC1)CN1C(C2=C(CC1)C(=NN2CC(C)(C)O)C(=O)N)=O